NC[C@@H]1OCCN(C1)C(CC1=CNC2=CC(=CC=C12)F)=O (S)-1-(2-(aminomethyl)morpholino)-2-(6-fluoro-1H-indol-3-yl)ethan-1-one